N=1NC=C2C3(CC4=C(C12)C=CO4)CC3 2',5'-dihydrospiro[cyclopropane-1,4'-furo[2,3-g]indazole]